(R)-N-(1-(3-(1H-pyrrol-3-yl)phenyl)ethyl)-5-(azetidin-3-yloxy)-2-methylbenzamide N1C=C(C=C1)C=1C=C(C=CC1)[C@@H](C)NC(C1=C(C=CC(=C1)OC1CNC1)C)=O